C1=C(C(=C(C(=C1F)F)F)F)O tetrafluorophenol